ClC1=CC=C2C(=CNC2=C1)\C=C\1/NC(N(C1=O)C(C(=O)NC(CO)CO)C1=CC(=C(C=C1)F)F)=O (Z)-2-(4-((6-chloro-1H-indol-3-yl)methylene)-2,5-dioxoimidazol-1-yl)-2-(3,4-difluorophenyl)-N-(1,3-dihydroxypropan-2-yl)acetamide